FC(C(=O)O)(F)F.N1=CC=CC(=C1)C(=O)N pyridine-5-carboxamide 2,2,2-trifluoroacetate